(Z)-2-(3-cyclobutoxy-6-(2-fluoro-2-(4-(pyridazin-4-yl)pyrimidin-2-yl)vinyl)-2-(trifluoromethyl)phenyl)-9-(cyclopropylmethyl)-2,9-diazaspiro[5.5]undecane C1(CCC1)OC=1C(=C(C(=CC1)\C=C(\C1=NC=CC(=N1)C1=CN=NC=C1)/F)N1CC2(CCC1)CCN(CC2)CC2CC2)C(F)(F)F